(2-(2-aminoethyl)phenyl)palladium NCCC1=C(C=CC=C1)[Pd]